OC(C(=O)N1CC2=C(C=C(C=C2CC1)C=1N=C2C(=NC1)NC=C2C(C)C)[C@H]2NCCOC2)(C)C (R)-2-hydroxyl-1-(6-(7-isopropyl-5H-pyrrolo[2,3-b]pyrazin-2-yl)-8-(morpholin-3-yl)-3,4-dihydroisoquinolin-2(1H)-yl)-2-methylpropan-1-one